(3R)-4-(7-((3-azabicyclo[3.1.0]Hexan-3-yl)methyl)-2-chloro-thieno[3,2-d]pyrimidin-4-yl)-3-methylmorpholine C12CN(CC2C1)CC1=CSC2=C1N=C(N=C2N2[C@@H](COCC2)C)Cl